C(CCCC)N1C(C(CCC1=O)N1C(C2=CC=CC(=C2C1)NC(OC(C)(C)C)=O)=O)=O tert-butyl (2-(1-pentyl-2,6-dioxopiperidin-3-yl)-1-oxoisoindolin-4-yl)carbamate